FC(CN1C(C=CC=C1)=O)F 1-(2,2-difluoroethyl)pyridin-2(1H)-one